1-(2,4-dimethoxyphenyl)-N-[[(4R)-2,2-dimethyl-1,3-dioxolan-4-yl]methyl]methanamine COC1=C(C=CC(=C1)OC)CNC[C@H]1OC(OC1)(C)C